C1=NCC2=C1C=CN=C2 (2,5)benzimidazole